1-(4-chloro-5-fluoro-2-hydroxyphenyl)propan-1-one tert-Butyl-{2-[5-(benzyloxy)-2-bromo-4-methoxyphenyl]ethyl}carbamate C(C)(C)(C)N(C(O)=O)CCC1=C(C=C(C(=C1)OCC1=CC=CC=C1)OC)Br.ClC1=CC(=C(C=C1F)C(CC)=O)O